C(CCCCCCCCCCCCCCCCCCC)(=O)P(=O)=C(O)C[N+](C)(C)C eicosoyl-phosphorylcholine